COC1=C(C=CC(=N1)C1=CC=C(N=N1)NC1C[C@H]2CC[C@@H](C1)N2)C2=NN(N=C2)C (1R,3S,5S)-N-{6-[6-methoxy-5-(2-methyl-1,2,3-triazol-4-yl)pyridin-2-yl]pyridazin-3-yl}-8-azabicyclo[3.2.1]octan-3-amine